5-chloro-6-hydroxy-2-(4-methoxybenzyl)-4-(2-methylpyrrolidin-1-yl)-2H-indazole-7-carbonitrile ClC1=C(C2=CN(N=C2C(=C1O)C#N)CC1=CC=C(C=C1)OC)N1C(CCC1)C